C(C)(C)OC(=O)N1CCN(CC1)C1=NC=2N(C=C1)N=CC2C=2C(=NC=CC2)OC 4-(3-(2-methoxypyridin-3-yl)pyrazolo[1,5-a]pyrimidin-5-yl)piperazine-1-carboxylic acid isopropyl ester